NCCCN(S(O)(=O)=O)CCN N-(3-aminopropyl)-2-aminoethyl-sulfamic acid